N-[4-fluoro-5-[2-(morpholine-4-carbonyl)-1,3-thiazol-4-yl]-2-[rac-(3R,5S)-3,4,5-trimethylpiperazin-1-yl]phenyl]-1-methyl-6-oxo-4-(trifluoromethyl)pyridine-3-carboxamide FC1=CC(=C(C=C1C=1N=C(SC1)C(=O)N1CCOCC1)NC(=O)C1=CN(C(C=C1C(F)(F)F)=O)C)N1C[C@H](N([C@H](C1)C)C)C |r|